5-((2-((4-(((2-chloro-[1,1'-biphenyl]-4-yl)methyl)amino)butyl)amino)ethyl)amino)benzo[c][2,6]naphthyridine-8-carboxamide ClC1=C(C=CC(=C1)CNCCCCNCCNC1=NC2=C(C3=CN=CC=C13)C=CC(=C2)C(=O)N)C2=CC=CC=C2